1-methyl-sulfonyl-piperazine CS(=O)(=O)N1CCNCC1